2-(1-(3-(2-carbamoyl-5-(trifluoromethoxy)benzo[b]selenophen-3-yl)phenyl)cyclopropyl)acetic acid C(N)(=O)C1=C(C2=C([Se]1)C=CC(=C2)OC(F)(F)F)C=2C=C(C=CC2)C2(CC2)CC(=O)O